2-[[5-chloro-2-(1-piperidyl)-4-pyridyl]methylamino]-5-propyl-4H-[1,2,4]triazolo[1,5-a]pyrimidin-7-one ClC=1C(=CC(=NC1)N1CCCCC1)CNC1=NN2C(NC(=CC2=O)CCC)=N1